P(=O)(O)(O)O.CC1=NNC=C1C 3,4-dimethyl-pyrazole phosphate